C(#N)[C@H]1N(CSC1)C(CNC(=O)C1=CC=NC2=CC=C(C=C12)C1(CC(C1)OC)F)=O N-(2-((R)-4-cyanothiazolidin-3-yl)-2-oxoethyl)-6-((1R,3R)-1-fluoro-3-methoxycyclobutyl)quinoline-4-carboxamide